3-[4-(Oxan-2-yloxy)phenyl]-1-[2-phenylmethoxy-6-[(2S,3R,4S,5S,6R)-3,4,5-trihydroxy-6-(hydroxymethyl)oxan-2-yl]oxyphenyl]prop-2-en-1-one O1C(CCCC1)OC1=CC=C(C=C1)C=CC(=O)C1=C(C=CC=C1O[C@@H]1O[C@@H]([C@H]([C@@H]([C@H]1O)O)O)CO)OCC1=CC=CC=C1